BrC(C(=O)O)CC 2-Bromobutyric acid